2-(2-{3-[4-(2-Hydroxy-ethyl)-piperazin-1-yl]-phenylamino}-pyrimidin-4-yl)-3-isopropyl-thiazolo[3,2-a]pyrimidin-5-one OCCN1CCN(CC1)C=1C=C(C=CC1)NC1=NC=CC(=N1)C1=C(N2C(=NC=CC2=O)S1)C(C)C